FC(C1=CC=CC(=N1)C(=O)NC1=CC2=CNN=C2C=C1C(=O)[O-])(F)F 5-(6-(trifluoromethyl) pyridinecarboxamido)-2H-indazole-6-carboxylate